C(C1=CC=CC=C1)OC(N(C1CCC(CC1)=C)C)=O methyl-(4-methylenecyclohexyl)carbamic acid benzyl ester